2-(3-aminomethyl-phenyl)-5-trifluoromethyl-2H-pyrazole-3-carboxylic acid {3-[(cyclopropylmethyl-amino)-(2-fluoro-phenyl)-methyl]-phenyl}-amide C1(CC1)CNC(C=1C=C(C=CC1)NC(=O)C=1N(N=C(C1)C(F)(F)F)C1=CC(=CC=C1)CN)C1=C(C=CC=C1)F